3-nitrodiazobenzene tetrafluoroborate F[B-](F)(F)F.[N+](=O)([O-])C=1CC(C=CC1)=[N+]=[N-]